tert-butyl (R)-(1-(6-(2-methoxyacetyl)-1-((2-(trimethylsilyl)ethoxy)methyl)-1H-benzo[d]imidazol-2-yl)-2-((1,1,1-trifluoro-2-methylpropan-2-yl)oxy)ethyl)carbamate COCC(=O)C=1C=CC2=C(N(C(=N2)[C@H](COC(C(F)(F)F)(C)C)NC(OC(C)(C)C)=O)COCC[Si](C)(C)C)C1